CCCCCCCCCCCCCCCC/C=C\\OC[C@H](COP(=O)(O)O)OC(=O)CCCCCCC/C=C\\CCCCCCCC The molecule is a 1-(alk-1-enyl)-2-acyl-sn-glycero-3-phosphate in which the alk-1-enyl and acyl groups are specified as (1Z)-octadecenyl and oleoyl respectively. It derives from an oleic acid. It is a conjugate acid of a 1-[(1Z)-octadecenyl]-2-oleoyl-sn-glycero-3-phosphate(2-).